(3-bromobenzylamino)-pregn-5-en BrC=1C=C(CNCC[C@H]2CC[C@H]3[C@@H]4CC=C5CCCC[C@]5(C)[C@H]4CC[C@]23C)C=CC1